ClC1=NC=2N(C(=C1)N(C(OC(C)(C)C)=O)C1=CC(=CC(=C1)C)F)N=CC2C2CCC2 tert-butyl (5-chloro-3-cyclobutylpyrazolo[1,5-a]pyrimidin-7-yl)(3-fluoro-5-methylphenyl)carbamate